NC1=C(C=2C(=NC=C(N2)CCC2NCCC2)N1C1=C(C(=CC=C1C)O)C)C(=O)N 6-amino-5-(3-hydroxy-2,6-dimethylphenyl)-2-(2-(pyrrolidin-2-yl)ethyl)-5H-pyrrolo[2,3-b]pyrazine-7-carboxamide